CC1=C(C=C(C=C1)C)CCCCCCCCCCCC 2,5-dimethyl-1-dodecylbenzene